N1(C=CCC1)C(=O)[O-].[Na+] sodium pyrrolinate